2-[6-(3,4-Difluoro-5-methyl-phenyl)pyrazolo[4,3-b]pyridin-1-yl]-N,N-dimethyl-acetamide FC=1C=C(C=C(C1F)C)C=1C=C2C(=NC1)C=NN2CC(=O)N(C)C